tert-butyl (3S,4R)-3-((2,5-dichloro-7-((2-(trimethylsilyl) ethoxy) methyl)-7H-pyrrolo[2,3-d]pyrimidin-4-yl) amino)-4-hydroxypyrrolidine-1-carboxylate ClC=1N=C(C2=C(N1)N(C=C2Cl)COCC[Si](C)(C)C)N[C@H]2CN(C[C@H]2O)C(=O)OC(C)(C)C